({4-[2-(3-methoxyazetidinyl)-2-oxoethyl]phenyl}amino)-N-[(4-methoxyphenyl)methyl]carboxamide COC1CN(C1)C(CC1=CC=C(C=C1)NC(=O)NCC1=CC=C(C=C1)OC)=O